C=1N=CN2C1C=CC=C2CC(=O)O (imidazo[1,5-a]pyridin-5-yl)acetic acid